(R)-2-(hydrazinocarbonyl)azetidine-1-carboxylic acid tert-butyl ester C(C)(C)(C)OC(=O)N1[C@H](CC1)C(=O)NN